C(C)(C)(C)OC(=O)C1=C(C(=C(S1)C=1C=C(OC2CCN(CC2)C(=O)OC(C)(C)C)C=CC1)Cl)OCC(=O)OCC tert-butyl 4-[3-[5-tert-butoxycarbonyl-3-chloro-4-(2-ethoxy-2-oxo-ethoxy)-2-thienyl]phenoxy]piperidine-1-carboxylate